N-[3-(4-Fluorophenyl)oxetan-3-yl]-2H-spiro[1-benzofuran-3,1'-cyclopropane]-2'-carboxamide FC1=CC=C(C=C1)C1(COC1)NC(=O)C1C2(C1)COC1=C2C=CC=C1